N-(4-fluorophenyl)-5-hydroxy-2-(methylthiocarbamoyl)-3-oxo-1-(6-(trifluoromethyl)pyridin-3-yl)-1,2,3,6-tetrahydropyridazine-4-carboxamide FC1=CC=C(C=C1)NC(=O)C=1C(N(N(CC1O)C=1C=NC(=CC1)C(F)(F)F)C(NC)=S)=O